Styryl phenyl ether C1(=CC=CC=C1)OC=CC1=CC=CC=C1